(S)-4-(((S)-2-fluoro-3-methoxypropyl)(4-(5,6,7,8-tetrahydro-1,8-naphthyridin-2-yl)butyl)amino)-2-(pyridin-3-ylamino)butanoic acid F[C@@H](CN(CC[C@@H](C(=O)O)NC=1C=NC=CC1)CCCCC1=NC=2NCCCC2C=C1)COC